(S)-1-(3-cyanophenylmethyl)-4-fluoro-N-(9-methyl-8-oxo-6,7,8,9-tetrahydro-5H-pyrido[2,3-b]azepin-7-yl)-1H-pyrazole-3-carboxamide C(#N)C=1C=C(C=CC1)CN1N=C(C(=C1)F)C(=O)N[C@H]1CCC2=C(N(C1=O)C)N=CC=C2